N-((1r,4r)-4-((3,3-Difluoroazetidin-1-yl)methyl)cyclohexyl)-5,6-dihydrobenzo[f]imidazo[1,5-d][1,4]oxazepine-10-carboxamide FC1(CN(C1)CC1CCC(CC1)NC(=O)C=1C=CC2=C(C=3N(CCO2)C=NC3)C1)F